C(=CC)C(C(C(F)(F)F)(F)F)(F)F 1-Propenylperfluoropropane